2,5-bis(pentafluoroethyl)pyromellitic acid FC(C(F)(F)F)(C1(C(C(=O)O)=CC(C(=C1)C(=O)O)(C(=O)O)C(C(F)(F)F)(F)F)C(=O)O)F